N1CC(C1)CN1CCC(CC1)C(=O)NCCCNC(C1=C(C=C(C=C1)NC(=O)C=1N(C(=CN1)C1=C(C(=C(C=C1)OC(F)F)F)F)C)CC)=O 1-(azetidin-3-ylmethyl)-N-[3-[[4-[[5-[4-(difluoromethoxy)-2,3-difluoro-phenyl]-1-methylimidazole-2-carbonyl]amino]-2-ethyl-benzoyl]amino]propyl]piperidine-4-carboxamide